C(#N)C1=C(C2=C(N(C(N(C2=O)C(C(=O)O)(C)C)=O)CC(OC2CCOCC2)C2=C(C=CC=C2)OC)S1)C 2-(6-cyano-1-(2-(2-methoxyphenyl)-2-((tetrahydro-2H-pyran-4-yl)oxy)ethyl)-5-methyl-2,4-dioxo-1,2-dihydrothieno[2,3-d]pyrimidin-3(4H)-yl)-2-methylpropanoic acid